N1=C(N=CC2=CC=CC=C12)B(O)O quinazoline-2-yl-boronic acid